C(CCCCCCC)N(C1=NC(=NC(=N1)N)N)CCCCCCCC (E)-dioctyl-1,3,5-triazine-2,4,6-triamine